N-[2-(3-methyl-[1,2,4]oxadiazol-5-yl)-phenyl]-3-trifluoromethyl-benzenesulfonamide CC1=NOC(=N1)C1=C(C=CC=C1)NS(=O)(=O)C1=CC(=CC=C1)C(F)(F)F